5-(6-chloro-5-((1S,2S)-2-ethynylcyclopropyl)pyridazin-3-yl)pyrimidine-2,4(1H,3H)-dione ClC1=C(C=C(N=N1)C=1C(NC(NC1)=O)=O)[C@@H]1[C@H](C1)C#C